[N+](=O)([O-])C1=CC=C(C=C1)C1=C(C=CC=C1)\C=C\C(=O)C1=CC=CC=C1 4-nitrophenyl-chalcone